t-butyl carbanilate C(NC1=CC=CC=C1)(OC(C)(C)C)=O